N,N-Diallyl-2,2-dichloroacetamide C(C=C)N(C(C(Cl)Cl)=O)CC=C